C[C@H]1[C@]2(CC[C@@]1(OC3=C2C=C(C(=C3)C)Br)CO)C The molecule is a tricyclic sesquiterpenoid that is isolated from the Australian marine alga Laurencia filiformis. It has a role as a marine metabolite and an algal metabolite. It is an organic heterotricyclic compound, a cyclic ether, a primary alcohol, an organobromine compound and a sesquiterpenoid.